((4S)-6-(4-chlorophenyl)-4-(2-(ethylamino)-2-oxoethyl)-1-methyl-4H-benzo[f][1,2,4]triazolo[4,3-a][1,4]diazepin-8-yl)boronic acid ClC1=CC=C(C=C1)C1=N[C@H](C=2N(C3=C1C=C(C=C3)B(O)O)C(=NN2)C)CC(=O)NCC